3-fluoro-4-iodo-2-((1-((tetrahydro-2H-pyran-2-yl)oxy)cyclopropyl)methoxy)pyridine FC=1C(=NC=CC1I)OCC1(CC1)OC1OCCCC1